N-[4-(difluoromethoxy)phenyl]-1-[4-(3-methyl-1H-indazol-5-yl)benzenesulfonyl]piperidin-4-amine FC(OC1=CC=C(C=C1)NC1CCN(CC1)S(=O)(=O)C1=CC=C(C=C1)C=1C=C2C(=NNC2=CC1)C)F